ClC=1C=C(C=CC1N1C(N(CC1)C)=O)C=1C(=C(C=CC1)C1=CC(=CC(=C1)N1CCNCC1)C#N)O 3''-chloro-2'-hydroxy-4''-(3-methyl-2-oxoimidazolidin-1-yl)-5-(piperazin-1-yl)-[1,1':3',1''-terphenyl]-3-carbonitrile